C(C)(C)OC(=O)C1(C(C2=CC=C(C(=C2C1=O)CC)OC=1C=C2C(CC(C2=CC1)=O)=O)=O)C(C)=O ethyl-2-acetyl-5-(1,3-dioxo-indan-5-yloxy)-1,3-dioxo-indan-2-carboxylic acid isopropyl ester